NC1=C2C(=C3C(=N1)C=C(S3)N3N=CC=C3)N(C(=N2)CCCO)C 3-(4-amino-1-methyl-7-(1H-pyrazol-1-yl)-1H-imidazo[4,5-d]thieno[3,2-b]pyridin-2-yl)propan-1-ol